OB1OCC2=C1C=C(C=C2)C(=O)NCCCN(CC(=O)O)CCCNC(=O)C=2C=CC1=C(B(OC1)O)C2 bis(3-(1-hydroxy-1,3-dihydrobenzo[c][1,2]oxaborole-6-carboxamido)propyl)glycine